FC(C(=O)O)(F)F.NCC(CN1N=NN(C1=O)C1=CC(=CS1)C=1C=CC(N(C1)CC)=O)=C(F)F 5-[5-[4-[2-(aminomethyl)-3,3-difluoro-allyl]-5-oxo-tetrazol-1-yl]-3-thienyl]-1-ethyl-pyridin-2-one trifluoroacetate